C(=O)(O)C1C(C1C(=O)O)C(N)C(=O)O 2-(2,3-dicarboxycyclopropyl)glycine